FC=1C=C(C=CC1OC1=CC=NC2=CC(=C(N=C12)OC)C)NC(=O)C=1C=NC(=C(C1O)C1=CC=C(C=C1)F)C N-[3-Fluoro-4-[(6-methoxy-7-methyl-1,5-naphthyridin-4-yl)oxy]phenyl]-5-(4-fluorophenyl)-4-hydroxy-6-methylpyridine-3-carboxamide